1-(5-fluoropyrimidin-2-yl)-5-hydroxy-N-(4-(2-hydroxyethyl)phenyl)-1H-pyrazole-3-carboxamide FC=1C=NC(=NC1)N1N=C(C=C1O)C(=O)NC1=CC=C(C=C1)CCO